CC(=CCCC(C#C)=C)C 7-methyl-3-methyleneoct-6-en-1-yne